CNC=1N=C(C(=NC1C=1C2=C(C=NC1)N(C=N2)C)C(=O)N)NC2=CC=C(C=C2)CN2CC1(COC1)C2 5-(methylamino)-6-(3-methylimidazo[4,5-c]pyridin-7-yl)-3-[4-(2-oxa-6-azaspiro[3.3]hept-6-ylmethyl)anilino]pyrazine-2-carboxamide